O1CCC(CC1)CCNC(C#N)CCC1(CC1)C(F)(F)F 2-(2-Tetrahydropyran-4-ylethylamino)-4-[1-(trifluoromethyl)cyclopropyl]butanenitrile